3-(difluoromethoxy)-N-methyl-4-(3-methyl-4-methylsulfonyl-phenyl)-1H-pyrazolo[3,4-c]pyridine-5-carboxamide FC(OC1=NNC2=CN=C(C(=C21)C2=CC(=C(C=C2)S(=O)(=O)C)C)C(=O)NC)F